FC=1C=C(COC=2C=C(C=CC2NS(=O)(=O)C(F)F)C2=NNC(=C2C(=O)N)NC2=NC=CC=C2)C=CC1F 3-(3-((3,4-difluorobenzyl)oxy)-4-((difluoromethyl)sulfonamido)phenyl)-5-(pyridin-2-ylamino)-1H-pyrazole-4-carboxamide